(3R)-1-(7-chloro-2-((2-(difluoromethylene)hexahydro-1H-pyrrolizin-7a-yl)methoxy)-8-fluoropyrido[4,3-d]pyrimidin-4-yl)-3-methylpiperidin-3-ol ClC1=C(C=2N=C(N=C(C2C=N1)N1C[C@@](CCC1)(O)C)OCC12CCCN2CC(C1)=C(F)F)F